cycloproppyrazole N1=NC=C2C1=C2